FC1=C(N=CC2=C1N=C(N=C2N2C[C@@H](NCC2)CC#N)OC[C@]21CCCN1C[C@@H](C2)F)C2=CC=CC1=CC=C(C(=C21)C)F 2-((S)-4-(8-fluoro-7-(7-fluoro-8-methylnaphthalen-1-yl)-2-(((2R,7aS)-2-fluorotetrahydro-1H-pyrrolizin-7a(5H)-yl)methoxy)pyrido[4,3-d]pyrimidin-4-yl)piperazin-2-yl)acetonitrile